2,3-Dihydro-1H-indene-2-sulfonyl chloride C1C(CC2=CC=CC=C12)S(=O)(=O)Cl